C(C)(=O)ON(CCN(OC(C)=O)OC(C)=O)OC(C)=O.[Cu] copper ethylenediamine tetraacetate salt